ClCCN1C(=NC=C1)C N-(2-chloroethyl)-2-methylimidazole